3-(6-((4-(((adamantan-1-yl)amino)methyl)benzyl)amino)-2-oxobenzo[cd]indol-1(2H)-yl)piperidine-2,6-dione C12(CC3CC(CC(C1)C3)C2)NCC2=CC=C(CNC=3C=1C4=C(C(N(C4=CC3)C3C(NC(CC3)=O)=O)=O)C=CC1)C=C2